Dioxaoctanediamide C(OOCCCCC(=O)N)(=O)N